5-bromopentyl 6,6-bis(((Z)-oct-5-en-1-yl)oxy)hexanoate C(CCC\C=C/CC)OC(CCCCC(=O)OCCCCCBr)OCCCC\C=C/CC